BrC=1C=CC2=C(NC(N(C2=O)C2CC(NC(C2)(C)C)(C)C)N(C)C)N1 7-bromo-2-(dimethylamino)-3-(2,2,6,6-tetramethylpiperidin-4-yl)-2,3-dihydropyrido[2,3-d]pyrimidin-4(1H)-one